4-Chloro-N-((S)-1-((R)-3-hydroxypyrrolidin-1-yl)-3-methylbutan-2-yl)-N-methylbenzamide ClC1=CC=C(C(=O)N(C)[C@H](CN2C[C@@H](CC2)O)C(C)C)C=C1